Cl.C1(CC1)C=1C=C2CCNCC2=CC1 6-cyclopropyl-1,2,3,4-tetrahydroisoquinoline hydrochloride